COC[C@@H](C)N1C(C=2N(C=3N(C(C2C1)=O)N=C(C3)C)CC(=O)N)=O 2-{6-[(2R)-1-methoxypropan-2-yl]-2-methyl-5,8-dioxo-5,6,7,8-tetrahydro-4H-pyrazolo[1,5-a]pyrrolo[3,4-d]pyrimidin-4-yl}acetamide